C(C)(C)(C)C1=CC=C(C=C1)C1=NC=CC(=C1)C=C1C(N(C(S1)=O)C)=O 5-((2-(4-(t-butyl)phenyl)pyridin-4-yl)methylene)-3-methylthiazolidine-2,4-dione